N-(5-ethyl-4-fluoro-2-nitrophenyl)-N-methylmethanesulfonamide C(C)C=1C(=CC(=C(C1)N(S(=O)(=O)C)C)[N+](=O)[O-])F